N1C=C(C2=CC=CC=C12)C(=O)N1CC(C1)C(=O)NC1=CC(=CC=C1)NS(=O)(=O)C 1-(1H-indole-3-carbonyl)-N-(3-(methylsulfonamido)phenyl)azetidine-3-carboxamide